FC1=C(C=C(C=C1)OC)C1=NN2C(N=CC=C2)=C1C(=O)N[C@@H]1C(NC2=C(C(=N1)C1=CC=CC=C1)C=CC=C2F)=O 2-(2-Fluoro-5-methoxyphenyl)-N-[(3S)-9-fluoro-2-oxo-5-phenyl-1,3-dihydro-1,4-benzodiazepin-3-yl]pyrazolo[1,5-a]pyrimidine-3-carboxamide